C1(CC1)[C@]1(C(N(C[C@H]1C)C=1C=2N(C=C(N1)C=1N=C(SC1)C)N=CC2)=O)C#N (3R,4S)-3-cyclopropyl-4-methyl-1-[6-(2-methyl-1,3-thiazol-4-yl)pyrazolo[1,5-a]pyrazin-4-yl]-2-oxopyrrolidine-3-carbonitrile